Cl.NC1=NC(=CC(=N1)C1=CCC2(CC(NC2)C(=O)O)CC1)O[C@@H](C(F)(F)F)C1=CC=C(C=C1)C1=CC(=CC=C1)F 8-(2-amino-6-((R)-2,2,2-trifluoro-1-(3'-fluoro-[1,1'-biphenyl]-4-yl)ethoxy)pyrimidin-4-yl)-2-azaspiro[4.5]dec-7-ene-3-carboxylic acid hydrochloride salt